isopropyl-ammonium Bromide [Br-].C(C)(C)[NH3+]